C(C1=CC=CC=C1)OC(NCCC1=CC=C(C=C1)C=1N=NN(N1)CC)=O 4-(2-Ethyl-2H-tetrazol-5-yl)phenethylcarbamic acid benzyl ester